N-[(6-Amino-2-pyridyl)sulfonyl]-6-cyclohexyl-2-(2,4,6-trimethylphenoxy)pyridin-3-carboxamid NC1=CC=CC(=N1)S(=O)(=O)NC(=O)C=1C(=NC(=CC1)C1CCCCC1)OC1=C(C=C(C=C1C)C)C